(2,3-dimethylphenyl)-3-(6-(4-ethylpiperazin-1-yl)pyridin-3-yl)-6-methoxy-1H-pyrazolo[4,3-b]pyridine CC1=C(C=CC=C1C)N1N=C(C2=NC=C(C=C21)OC)C=2C=NC(=CC2)N2CCN(CC2)CC